1-(3,4-dichlorophenyl)-5-methyl-3-[2-(pyrrolidin-1-yl)ethoxy]-1H-pyrazole hydrochloride Cl.ClC=1C=C(C=CC1Cl)N1N=C(C=C1C)OCCN1CCCC1